C(C)(C)(C)OC(=O)N1CCC(CC1)C1=C2CCCN(C2=CC=C1)[C@@H]1C(NC(CC1)=O)=O 4-[1-[(3S)-2,6-dioxo-3-piperidinyl]-3,4-dihydro-2H-quinolin-5-yl]piperidine-1-carboxylic acid tert-butyl ester